5-benzyloxy-isoquinolinium C(C1=CC=CC=C1)OC1=C2C=C[NH+]=CC2=CC=C1